C(C)(C)C1=C(NC2=CC=C(C=C12)C=1OC=C(N1)C(=O)N)C1=C2C(=NC=C1)NN=C2 2-(3-isopropyl-2-(1H-pyrazolo[3,4-b]pyridin-4-yl)-1H-indol-5-yl)oxazole-4-carboxamide